6-(1-(3-fluoroazetidin-1-yl)ethyl)-2-(3-(3-((4-methyl-4H-1,2,4-triazol-3-yl)methyl)oxetan-3-yl)phenyl)-4-(trifluoromethyl)isoindolin-1-one FC1CN(C1)C(C)C1=CC(=C2CN(C(C2=C1)=O)C1=CC(=CC=C1)C1(COC1)CC1=NN=CN1C)C(F)(F)F